tert-butyl N-[2-(2-oxoethyl)cyclohexyl]carbamate O=CCC1C(CCCC1)NC(OC(C)(C)C)=O